N-(1-(4-((3,4-dichlorophenyl)amino)pyrido[3,2-d]pyrimidin-6-yl)azetidin-3-yl)acrylamide ClC=1C=C(C=CC1Cl)NC=1C2=C(N=CN1)C=CC(=N2)N2CC(C2)NC(C=C)=O